(4-(3-chloro-4-fluorophenoxy)phenyl)-6,7-bis(2-methoxyethoxy)quinazolin-4-amine ClC=1C=C(OC2=CC=C(C=C2)C2=NC3=CC(=C(C=C3C(=N2)N)OCCOC)OCCOC)C=CC1F